tert-butyl (R)-3-(4-(5-cyano-3H-[1,2,3]triazolo[4,5-b]pyridin-3-yl)-2-fluoro-N-(8-methylisoquinolin-1-yl)benzamido)piperidine-1-carboxylate C(#N)C1=CC=C2C(=N1)N(N=N2)C2=CC(=C(C(=O)N(C1=NC=CC3=CC=CC(=C13)C)[C@H]1CN(CCC1)C(=O)OC(C)(C)C)C=C2)F